OCC1(CCC1)NC1=NC(=NC=C1C(=O)OCC)NC1=CC2=C(C=N1)C=NN2C(C)C ethyl 4-((1-(hydroxymethyl)cyclobutyl)amino)-2-((1-isopropyl-1H-pyrazolo[4,3-c]pyridin-6-yl)amino)pyrimidine-5-carboxylate